C1CN(CCN1)CCO (2-hydroxyethyl)piperazine